trans-6'-chloro-2'-methyl-3'-oxo-2',3'-dihydro-1'H-spiro[cyclobutane-1,4'-isoquinoline]-3-ylmethanesulfonate ClC=1C=C2C3(C(N(CC2=CC1)C)=O)CC(C3)CS(=O)(=O)[O-]